C(C)(C)(C)OC(=O)NCCCCC(C)N1C(=NC2=C1C(=CC=C2)C2=NN(C=N2)C)NC(=O)C=2C=C(C(=O)OC(C)(C)C)C=CC2 tert-butyl 3-((1-(6-((tert-butoxycarbonyl)amino)hexan-2-yl)-7-(1-methyl-1H-1,2,4-triazol-3-yl)-1H-benzo[d]imidazol-2-yl)carbamoyl)benzoate